1-{4-[4-(6,7-difluoro-3-quinolylamino)-2-pyrimidinylamino]-2-methoxyphenyl}-4-methyl-4-piperidinol FC=1C=C2C=C(C=NC2=CC1F)NC1=NC(=NC=C1)NC1=CC(=C(C=C1)N1CCC(CC1)(O)C)OC